biotin sodium 2,5-dioxo-3-(trioxidanylthio)pyrrolidin-1-yl-3-((2-(4-((3aS,6aR)-2-oxohexa-hydro-1H-thieno[3,4-d]imidazol-4-yl)butyl-amino)ethyl)disulfanyl)-propanoate O=C1N(C(CC1SOOO)=O)C(C(=O)[O-])CSSCCNCCCCC1SC[C@@H]2NC(N[C@@H]21)=O.[Na+].OC(=O)CCCC[C@@H]2SC[C@@H]1NC(=O)N[C@H]21